N-(3-Chloro-4-(trifluoromethyl)phenethyl)-3-((1-(2,6-dioxopiperidin-3-yl)-2,5-dioxo-2,5-dihydro-1H-pyrrol-3-yl)amino)benzenesulfonamide ClC=1C=C(CCNS(=O)(=O)C2=CC(=CC=C2)NC=2C(N(C(C2)=O)C2C(NC(CC2)=O)=O)=O)C=CC1C(F)(F)F